C(C)(C)(C)[Si](C)(C)OCC=1SC(=C(N1)C(F)(F)F)C1=NC(=NC=C1F)Cl tert-butyl-[[5-(2-chloro-5-fluoro-pyrimidin-4-yl)-4-(trifluoromethyl)thiazol-2-yl]methoxy]-dimethyl-silane